IC=1N=C(N2N=C(C=C(C21)C(C#N)(C)C)N2[C@@H](COCC2)C)I (R)-2-(5,7-diiodo-2-(3-methylmorpholino)imidazo[1,5-b]pyridazin-4-yl)-2-methylpropionitrile